4-((1-(4-(4-cyano-2-fluorophenyl)-7-methyl-8-oxo-6-(trifluoromethyl)-7,8-dihydropyrimido[5,4-d]pyrimidin-2-yl)azetidin-3-yl)oxy)picolinonitrile C(#N)C1=CC(=C(C=C1)C=1C2=C(N=C(N1)N1CC(C1)OC1=CC(=NC=C1)C#N)C(N(C(=N2)C(F)(F)F)C)=O)F